C(=O)([O-])OOC(=O)[O-] peroxydicarbonat